ClC=1C=C(C(=O)NC2=NN(C(=C2)C2=NC3=C(N2C)C=CC=C3)C)C=CC1OC 3-chloro-4-methoxy-N-[1-methyl-5-(1-methylbenzimidazol-2-yl)pyrazol-3-yl]benzamide